3-(2-(2-(benzyloxy)ethyl)-2H-tetrazol-5-yl)-N-methyl-4-((4-(trifluoromethyl)phenyl)amino)benzenesulfonamide C(C1=CC=CC=C1)OCCN1N=C(N=N1)C=1C=C(C=CC1NC1=CC=C(C=C1)C(F)(F)F)S(=O)(=O)NC